6-(2-(4'-fluoro-[1,1'-biphenyl]-3-yl)-2-hydroxyacetyl)-2-(1-phenylcyclopropyl)-5,6,7,8-tetrahydropyrido[4,3-d]pyrimidin-4(3H)-one FC1=CC=C(C=C1)C1=CC(=CC=C1)C(C(=O)N1CC2=C(N=C(NC2=O)C2(CC2)C2=CC=CC=C2)CC1)O